2-(2-(benzyloxy)-4-(trifluoromethyl)phenyl)-4,4,5,5-tetramethyl-1,3,2-dioxaborolane C(C1=CC=CC=C1)OC1=C(C=CC(=C1)C(F)(F)F)B1OC(C(O1)(C)C)(C)C